C(=O)[C@H]1N(C[C@H]2[C@@H]1CCC2)C(=O)OC(C)(C)C tert-butyl (1S,3aR,6aS)-1-formylhexahydrocyclopenta[c]pyrrole-2(1H)-carboxylate